N-(1-(Cyclopropylsulfonyl)piperidin-4-yl)-5-fluoro-4-(8-fluoroquinolin-6-yl)pyrimidin-2-amine C1(CC1)S(=O)(=O)N1CCC(CC1)NC1=NC=C(C(=N1)C=1C=C2C=CC=NC2=C(C1)F)F